(2S,4R)-N-[(1S)-1-(2-amino-2-oxo-ethyl)prop-2-ynyl]-4-fluoro-pyrrolidine-2-carboxamide 2,2,2-trifluoroacetate FC(C(=O)O)(F)F.NC(C[C@@H](C#C)NC(=O)[C@H]1NC[C@@H](C1)F)=O